ClC1=C(C=O)C=CC(=C1OC)F 2-Chloro-4-fluoro-3-methoxybenzaldehyde